(E)-6-benzyl-2-(4-methoxybenzylidene)-2H-thiazolo[3,2-b]-1,2,4-triazine-3,7-dione C(C1=CC=CC=C1)C=1C(N=C2N(N1)C(\C(\S2)=C/C2=CC=C(C=C2)OC)=O)=O